C[Si](OCC)(C)CN1CCNCC1 N-(dimethylethoxysilylmethyl)piperazine